C(C=1C(C(=O)[O-])=CC=CC1)(=O)OCC(COC1=CC=CC=C1)O 2-hydroxy-3-phenoxypropyl phthalate